(L)-2-(4-Amino-6-methyl-5-nitro-pyrimidin-2-ylamino)-1-[1,4']bipiperidinyl-1'-yl-4-[4-(2-oxo-1,4-dihydro-2H-quinazolin-3-yl)-piperidin-1-yl]-butane-1,4-dione NC1=NC(=NC(=C1[N+](=O)[O-])C)N[C@H](C(=O)N1CCC(CC1)N1CCCCC1)CC(=O)N1CCC(CC1)N1C(NC2=CC=CC=C2C1)=O